glycine tert-butyl ester hydrogen chloride salt Cl.C(C)(C)(C)OC(CN)=O